(1R,5S,6s)-3,3-dioxido-3-thiabicyclo[3.1.0]hexan O=S1(C[C@@H]2C[C@@H]2C1)=O